5-chloro-3-(4-chlorobenzoylamino)picolinic acid amide ClC=1C=C(C(=NC1)C(=O)N)NC(C1=CC=C(C=C1)Cl)=O